4-((5-Fluoro-6-((hydroxyimino)methyl)pyridin-2-yl)ethynyl)benzonitril FC=1C=CC(=NC1C=NO)C#CC1=CC=C(C#N)C=C1